3-(2-hydroxy-4-methoxyphenyl)-1-phenyl-2-propene OC1=C(C=CC(=C1)OC)C=CCC1=CC=CC=C1